C(#N)[C@@H]1C[C@@]2(CN1C([C@H](CC(C)C)N(C(=O)C=1NC3=C(C(=CC(=C3C1)F)F)F)C)=O)C(NC1=CC(=CC=C12)[2H])=O N-((S)-1-((3R,5'S)-5'-cyano-2-oxospiro[indoline-3,3'-pyrrolidine]-1'-yl-6-d)-4-Methyl-1-oxopentan-2-yl)-4,6,7-trifluoro-N-methyl-1H-indole-2-carboxylic acid amide